2-[2-(1-pyrrolidinyl)ethoxy]ethyl-N-methyl-N-(3-aminopropyl)-amine N1(CCCC1)CCOCCN(CCCN)C